4-(trans-4-n-propylcyclohexyl)phenylacetylene C(CC)[C@@H]1CC[C@H](CC1)C1=CC=C(C=C1)C#C